(2-amino-4-chlorophenyl)-1-methyl-1H-pyrazole-4-carbonitrile NC1=C(C=CC(=C1)Cl)C1=NN(C=C1C#N)C